2,6-digalloyl-glucose C(C1=CC(O)=C(O)C(O)=C1)(=O)[C@@](C=O)(O)[C@@H](O)[C@H](O)[C@H](O)C(O)C(C1=CC(O)=C(O)C(O)=C1)=O